2-(hydroxymethylene)-5-phenylcyclohexane-1,3-dione Sodium Salt [Na].OC=C1C(CC(CC1=O)C1=CC=CC=C1)=O